C(C)(=O)OCCOC1=C(C=C(C=C1)SCN1N=CN(C1=O)C1=CC(=C(C=C1)Cl)C)C 2-(4-(((4-(4-chloro-3-methylphenyl)-5-oxo-4,5-dihydro-1H-1,2,4-triazol-1-yl) Methyl)thio)-2-methylphenoxy)ethyl acetate